5-(trifluoromethyl)-2,3,4,5-tetrahydrobenzo[f][1,4]oxazepine FC(C1NCCOC2=C1C=CC=C2)(F)F